O1-tert-butyl O2-methyl (2S,4S)-4-[tert-butoxycarbonyl-[6-[[5-[3-(1,3-dioxoisoindolin-2-yl)propyl]-1-methyl-pyrazol-4-yl]amino]-2-pyridyl]amino]pyrrolidine-1,2-dicarboxylate C(C)(C)(C)OC(=O)N([C@H]1C[C@H](N(C1)C(=O)OC(C)(C)C)C(=O)OC)C1=NC(=CC=C1)NC=1C=NN(C1CCCN1C(C2=CC=CC=C2C1=O)=O)C